CC(C)C(=CCCC)C 2,3-dimethyl-3-heptene